COC1=CC=C(C=C1)C=CC(=O)C1=C(C=CC=C1)O 3-(4-methoxyphenyl)-1-(2-hydroxyphenyl)-2-propen-1-one